(E)-4-diphenylphosphono-4-fluoro-1,3-diphenyl-3-butene-1-one C1(=CC=CC=C1)OP(=O)(OC1=CC=CC=C1)/C(=C(\CC(=O)C1=CC=CC=C1)/C1=CC=CC=C1)/F